C(CCCCCCC)C(CC)CCCCCCCCCC (Z)-3-octyltridecane